N-{(1R)-1-[3-(difluoromethyl)-2-fluorophenyl]ethyl}-6-ethoxy-2-methylpyrido[3,4-d]pyrimidin-4-amine FC(C=1C(=C(C=CC1)[C@@H](C)NC=1C2=C(N=C(N1)C)C=NC(=C2)OCC)F)F